FC1OC2=C(OC1)C=CC(=C2N2CCNCC2)F 3,6-Difluoro-5-(piperazin-1-yl)-2,3-dihydro-1,4-benzodioxine